2-(3,9-diazaspiro[5.5]undecan-3-yl)propane-1,3-diol C1CN(CCC12CCNCC2)C(CO)CO